4-((3r,5s)-4-propenoyl-3,5-dimethylpiperazin-1-yl)-6,7-dichloro-1-(4,6-diisopropylpyrimidin-5-yl)-2-oxo-1,2-dihydro-1,8-naphthyridine-3-carbonitrile C(C=C)(=O)N1[C@@H](CN(C[C@@H]1C)C1=C(C(N(C2=NC(=C(C=C12)Cl)Cl)C=1C(=NC=NC1C(C)C)C(C)C)=O)C#N)C